4-amino-5-[(4,4-difluoropiperidin-1-yl)methyl]pyrrolo[2,1-f][1,2,4]triazin-7-yl-N-[(3R,4S)-4-fluoro-1-[2-hydroxy-2-(trifluoromethyl)butanoyl]pyrrolidin-3-yl]-2-methylbenzamide NC1=NC=NN2C1=C(C=C2C=2C(=C(C(=O)N[C@@H]1CN(C[C@@H]1F)C(C(CC)(C(F)(F)F)O)=O)C=CC2)C)CN2CCC(CC2)(F)F